NC1=C(C=C(C(=O)OC)C=C1C#CC([2H])([2H])[2H])OC methyl 4-amino-3-methoxy-5-(prop-1-yn-1-yl-d3)benzoate